2,4-dinitrophenol sodium salt [Na].[N+](=O)([O-])C1=C(C=CC(=C1)[N+](=O)[O-])O